N[C@@H]1[C@@H](OCC12CCN(CC2)C=2C(=NC(=CN2)SC2=C(C(=NC=C2)N2CC(C2)(C)CO)Cl)CO)C (3-((3S,4S)-4-amino-3-methyl-2-oxa-8-azaspiro[4.5]decan-8-yl)-6-(3-chloro-2-(3-(hydroxymethyl)-3-methylazetidin-1-yl)pyridin-4-ylsulfanyl)pyrazin-2-yl)methanol